N-[3-chloro-4-[4-(1,1-dioxo-1,4-thiazinane-4-carbonyl)piperidine-1-carbonyl]phenyl]-5-[4-(cyanomethoxy)-2,3-difluoro-phenyl]-1-methyl-imidazole-2-carboxamide ClC=1C=C(C=CC1C(=O)N1CCC(CC1)C(=O)N1CCS(CC1)(=O)=O)NC(=O)C=1N(C(=CN1)C1=C(C(=C(C=C1)OCC#N)F)F)C